4-(3-methyl-2,3,4,5-tetrahydropyridin-6-yl)Indolin-2-one CC1CN=C(CC1)C1=C2CC(NC2=CC=C1)=O